ClC=1C(=C(C=CC1)C1(CN(C(C2=CN=C(C(=C12)F)N[C@H]1CNCC1)=O)C1=NN(C=C1F)C)C)F 4-(3-chloro-2-fluorophenyl)-5-fluoro-2-(4-fluoro-1-methyl-1H-pyrazol-3-yl)-4-methyl-6-{[(3R)-pyrrolidin-3-yl]amino}-3,4-dihydro-2,7-naphthyridin-1(2H)-one